BrC=1C=C(C=2N(C1)C=C(N2)C(=O)OCC)CCl ethyl 6-bromo-8-(chloromethyl)imidazo[1,2-a]pyridine-2-carboxylate